5-(3-chloro-phenyl)-3-hydroxy-pyridine ClC=1C=C(C=CC1)C=1C=C(C=NC1)O